1-methyl-N-(6-(1-methyl-1H-1,2,3-triazol-5-yl)isoquinolin-3-yl)azetidine-3-carboxamide CN1CC(C1)C(=O)NC=1N=CC2=CC=C(C=C2C1)C1=CN=NN1C